N-methyl-D-alanine CN[C@H](C)C(=O)O